(R)-N-(5-((3H-Spiro[furo[3,4-c]pyridine-1,3'-piperidin]-1'-yl)methyl)-4-fluorothiazol-2-yl)acetamide N1(C[C@]2(CCC1)OCC=1C=NC=CC12)CC1=C(N=C(S1)NC(C)=O)F